tert-butyl (3aR,5s,6aS)-5-((6-chloro-4-(methylsulfonyl)pyridazin-3-yl)amino)hexahydrocyclopenta[c]pyrrole-2(1H)-carboxylate ClC1=CC(=C(N=N1)NC1C[C@@H]2[C@@H](CN(C2)C(=O)OC(C)(C)C)C1)S(=O)(=O)C